2,6-dimethyl-9,10-bis(n-nonyloxy)anthracene CC1=CC2=C(C3=CC=C(C=C3C(=C2C=C1)OCCCCCCCCC)C)OCCCCCCCCC